lithium sulfide [S-2].[Li+].[Li+]